Cl.Cl.N1(C[C@H](CCC1)C1CCNCC1)CCCS(=O)(=O)NC (R)-3-([3,4'-bipiperidin]-1-yl)-N-methylpropane-1-sulfonamide dihydrochloride